((1R)-1-(2-methyl-3-oxo-3-(((6-phenylpyridin-2-yl)methyl)amino)propionylamino)-2-phenylethyl)boronic acid CC(C(=O)N[C@@H](CC1=CC=CC=C1)B(O)O)C(NCC1=NC(=CC=C1)C1=CC=CC=C1)=O